CC1=C(C(=O)NC2=CC=C(C=C2)C(=O)N2C3=C(N(CCC2)CCOC2=CC=CC=C2)C=CC=C3)C=CC=C1 2-methyl-N-(4-(5-(2-phenoxyethyl)-2,3,4,5-tetrahydro-1H-benzo[b][1,4]diazepine-1-Carbonyl)phenyl)benzamide